OC1(CC(=C(O1)C1=CC=C(C=C1)Cl)C#N)C(F)(F)F 5-hydroxy-2-(4-chlorophenyl)-5-(trifluoromethyl)-4,5-dihydrofuran-3-carbonitrile